5-chloro-N4-(4-methoxyphenylethyl)-N2-(5-(4-methylpiperazin-1-yl)pyridin-2-yl)pyrimidine-2,4-diamine ClC=1C(=NC(=NC1)NC1=NC=C(C=C1)N1CCN(CC1)C)NCCC1=CC=C(C=C1)OC